CN(C(CCC1=C(C=CC=C1)P(=S)([S-])C1=CC=CC=C1)=O)C 3-(dimethylamino)-3-oxopropyl-diphenylphosphindithioate